6-tert-butyl-9-(1,3-dimethyl-1H-pyrazol-5-yl)-10-methoxy-2-oxo-6,7-dihydro-2H-pyrido[2,1-a]isoquinoline-3-carboxylic acid ethyl ester C(C)OC(=O)C=1C(C=C2N(C(CC3=CC(=C(C=C23)OC)C2=CC(=NN2C)C)C(C)(C)C)C1)=O